CC1CCCC=2C=C(N=NC12)C(=O)OC methyl 8-methyl-5,6,7,8-tetrahydrocinnoline-3-carboxylate